1-(3-(1-((1-(3-((4-((5-chloropyrimidin-2-yl)amino)piperidin-1-yl)sulfonyl)phenyl)-piperidin-4-yl)methyl)piperidin-4-yl)phenyl)dihydropyrimidine-2,4(1H,3H)-dione ClC=1C=NC(=NC1)NC1CCN(CC1)S(=O)(=O)C=1C=C(C=CC1)N1CCC(CC1)CN1CCC(CC1)C=1C=C(C=CC1)N1C(NC(CC1)=O)=O